C(C)C1=NOC(=N1)N1C2CC(CC1CC2)N2CCC1(CC(NC1)=O)CC2 8-[8-(3-ethyl-1,2,4-oxadiazol-5-yl)-8-azabicyclo[3.2.1]oct-3-yl]-2,8-diazaspiro[4.5]decan-3-one